SCC(=O)OC(C)OC(CS)=O ethanediol bis(2-mercaptoacetate)